6-Bromo-N-(1-ethylpiperidin-4-yl)-2-{4-[4-(3-methoxypropanoyl)piperazin-1-yl]phenyl}-3H-imidazo[4,5-b]pyridin-7-amine BrC=1C(=C2C(=NC1)NC(=N2)C2=CC=C(C=C2)N2CCN(CC2)C(CCOC)=O)NC2CCN(CC2)CC